Cl.C1N(CC12CCNCC2)CC2=CC=C(C=C2)N2C(N=C(C=C2)NC(=O)N2CCN(CC2)C(C(C)(C)N)=O)=O N-(1-(4-((2,7-Diazaspiro[3.5]nonan-2-yl)methyl)phenyl)-2-oxo-1,2-dihydropyrimidin-4-yl)-4-(2-amino-2-methylpropanoyl)piperazine-1-carboxamide Hydrochloride Salt